4-(6-nitropyridine-3-yl)piperazine-1-carboxylic acid tert-butyl ester C(C)(C)(C)OC(=O)N1CCN(CC1)C=1C=NC(=CC1)[N+](=O)[O-]